COC(C1=NC(=C(C=C1Cl)Cl)C1=CC=2C(=NON2)C=C1F)=O.C(#N)C1=CC=C(C=C1)OC1=CC=CC=C1 1-cyano-4-phenoxybenzene Methyl-3,5-dichloro-6-(6-fluorobenzo[c][1,2,5]oxadiazol-5-yl)picolinate